C(C)(C)(C)C=1C=C(C=C(C1O)C)CCC(=O)OCCOCCOCCOC(CCC1=CC(=C(C(=C1)C)O)C(C)(C)C)=O Triethylene glycol bis[3-(3-tert-butyl-4-hydroxy-5-methylphenyl) propionate]